FC=1C=C(C=CC1OC1=NC=CC(=N1)C)N1C(=C(C=2N=CN=C(C21)NCC2=CC=C(C=C2)OC)CC)C2=C(C=C(C=N2)N)C 6-(5-{3-fluoro-4-[(4-methylpyrimidin-2-yl)oxy]phenyl}-4-{[(4-methoxyphenyl)methyl]amino}-7-ethyl-5H-pyrrolo[3,2-d]pyrimidin-6-yl)-5-methylpyridin-3-amine